C(C)C(C(=O)O)CCC(=O)O 2-Ethylglutaric acid